FC1=CC=C(C=C1)[C@@H]1NC[C@H](N(C1)C1(CC1)C(F)(F)F)C |r| rac-(2R,5S)-5-(4-fluorophenyl)-2-methyl-1-(1-(trifluoromethyl)cyclopropyl)piperazine